N-{(1R)-1-[3-(difluoromethyl)-2-fluorophenyl]ethyl}-2-methyl-6-[3-(piperidin-1-yl)pyrrolidin-1-yl]pyrido[3,4-d]pyrimidin-4-amine FC(C=1C(=C(C=CC1)[C@@H](C)NC=1C2=C(N=C(N1)C)C=NC(=C2)N2CC(CC2)N2CCCCC2)F)F